C(C)O[Si](CCCCCCCCCC)(OCC)OCC triethoxy(decyl)silane